NC=1C2=C(N=CN1)N(C(=C2C2=CC=CC=C2)C2CN(CC2)C(C=C)=O)C 1-(3-(4-amino-7-methyl-5-phenyl-7H-pyrrolo[2,3-d]pyrimidin-6-yl)pyrrolidin-1-yl)prop-2-en-1-one